C(#N)C1=CC(=C2C=NN(C2=C1)C1OCCCC1)NC(OC(C)(C)C)=O tert-butyl (6-cyano-1-(tetrahydro-2H-pyran-2-yl)-1H-indazol-4-yl)carbamate